CC(CO)CCCCCCC 2-methyl-1-nonanol